4-(tert-butyl)-N-(4-(3,4-dihydro-2H-pyran-4-yl)-3-(2H-tetrazol-5-yl)phenyl)piperidine-1-Formamide C(C)(C)(C)C1CCN(CC1)C(=O)NC1=CC(=C(C=C1)C1CCOC=C1)C=1N=NNN1